C1(=CC=C(C=C1)C)C(C)C.[Ru+2] Ruthenium (II) (p-cymene)